1-dodecyl-3-propylpyrrolidinium fluoride salt [F-].C(CCCCCCCCCCC)[NH+]1CC(CC1)CCC